O.[Li] Lithium monohydrogen hydroxide